FC1=C2CCCN(C2=CC=C1)C(=O)C1CC2(CC(C2)NC(=O)NCC2=CC=C(C=C2)OC)C1 1-(6-(5-fluoro-1,2,3,4-tetrahydroquinoline-1-carbonyl)spiro[3.3]heptan-2-yl)-3-(4-methoxybenzyl)urea